IC(C)C1=CC(=CC(=C1)C(C)I)C(C)I 1,3,5-Tris(1'-iodoethyl)benzene